ClC1=CC(=NC=C1)CN 4-chloro-2-pyridinemethaneamine